COC(NC)=O N-methyl-carbamic acid methyl ester